N[C@@H]1C[C@H](C1)N(C(CC1=C(C=CC=C1)OC(CCC)CC)=O)C N-(3-amino-trans-cyclobutyl)-2-(4-hexyloxy)phenyl-N-methylacetamide